O[C@H]1[C@@H](O[C@H]2[C@H]1OP(OC2)(=S)[O-])N2C=1N=C3N(C(C1N=C2Br)=O)C=C(N3)C3=CC=CC=C3 3-[(4aR,6R,7R,7aS)-7-hydroxy-2-oxido-2-sulfanylidene-4a,6,7,7a-tetrahydro-4H-furo[3,2-d][1,3,2]dioxaphosphinin-6-yl]-2-bromo-6-phenyl-5H-imidazo[1,2-a]purin-9-one